ClC=1C(=C(C=CC1)NC1=C(NC2=C1C(NCC2)=O)C2=CC=NC1=CC=C(N=C21)NC)OC 3-((3-chloro-2-methoxyphenyl)amino)-2-(6-(methylamino)-1,5-naphthyridin-4-yl)-1,5,6,7-tetrahydro-4H-pyrrolo[3,2-c]pyridin-4-one